aminopropyl-trimethoxysilane NCCC[Si](OC)(OC)OC